S1C=NC2=C1C=CC=1C=3C=CC=CC3C=CC12 phenanthrothiazole